O-Phosphorylethanolamine-1,2-13C2 [13CH2]([13CH2]OP(=O)(O)O)N